(S)-1-(tert-butyl)-3-(7-chloro-2-oxo-1-(1-phenylethyl)-1,2-dihydroquinoxalin-6-yl)urea C(C)(C)(C)NC(=O)NC=1C=C2N=CC(N(C2=CC1Cl)[C@@H](C)C1=CC=CC=C1)=O